2,4'-methylenebis(isocyanatocyclohexane) C(C1CCC(CC1)N=C=O)C1C(CCCC1)N=C=O